FC(C(=O)O)(F)F.ClC1=CC=C(C[C@H]2CO[C@H](CN2C2CCC(CC2)C2=NN(C(=C2)C)C)C#C)C=C1 (2S,5S)-5-(4-chlorobenzyl)-4-(4-(1,5-dimethyl-1H-pyrazol-3-yl)cyclohexyl)-2-ethynylmorpholine 2,2,2-trifluoroacetate